ethyl (7aS,Z)-2-(2-((tert-butyldimethylsilyl)oxy)propylidene)-5-oxotetrahydro-1H-pyrrolizine-7a(5H)-carboxylate [Si](C)(C)(C(C)(C)C)OC(\C=C/1\C[C@@]2(CCC(N2C1)=O)C(=O)OCC)C